3-(6-oxo-1,6-dihydropyridazin-4-yl)propanal O=C1C=C(C=NN1)CCC=O